tert-butyl 7-(3-aminopyridin-4-yl)-4,7-diazaspiro[2.5]octane-4-carboxylate NC=1C=NC=CC1N1CCN(C2(CC2)C1)C(=O)OC(C)(C)C